O=C1CCC[C@H](N1)C(=O)NC1=CNC2=CC=C(C=C12)C=1C=NN(C1)C1=CC=C(C=C1)C(F)(F)F (2S)-6-oxo-N-(5-{1-[4-(trifluoromethyl)phenyl]-1H-pyrazol-4-yl}-1H-indol-3-yl)piperidine-2-carboxamide